CC1(OB(OC1(C)C)C=1C=NN(C1)C1CC(C1)O)C 3-(4-(4,4,5,5-tetramethyl-1,3,2-dioxaborolan-2-yl)-1H-pyrazol-1-yl)cyclobutan-1-ol